ClCC=1C=C(N(C1CNCCNC1=NC=CC2=CC=C(C=C12)C1=NOC(=N1)C)C)C(=O)OCC ethyl 4-(chloromethyl)-1-methyl-5-{[(2-{[7-(5-methyl-1,2,4-oxadiazol-3-yl)isoquinolin-1-yl]amino}ethyl)amino]methyl}-1H-pyrrole-2-carboxylate